N1(CCCC1)C1=C(C=C(CN2CCN(CC2)C(=O)N2N=C(C=C2)NS(=O)(=O)C)C=C1)C(F)(F)F N-(1-(4-(4-(Pyrrolidin-1-yl)-3-(trifluoromethyl)benzyl)piperazine-1-carbonyl)-1H-pyrazol-3-yl)methanesulfonamide